C(C1=CC=NC=C1)N[C@@H](CC1=CC=CC=C1)C(=O)O isonicotinyl-phenylalanine